[C-]#N.C[NH+]1CCCC1 N-methylpyrrolidinium cyanide